Cl.NCCN1CC(=CC=C1)S(=O)(=O)N 1-(aminoethyl)pyridine-3-sulfonamide HCl salt